ClC1=C(C(=C(C=C1OC)OC)Cl)C1=CC2=C(N=C(N=C2)N[C@H]2[C@H](COC2)NC(C=C)=O)C(=N1)OCC1=CC(=CC(=C1)OC)OC N-((3R,4S)-4-((6-(2,6-dichloro-3,5-dimethoxyphenyl)-8-((3,5-dimethoxybenzyl)oxy)pyrido[3,4-d]pyrimidin-2-yl)amino)tetrahydrofuran-3-yl)acrylamide